FC(OC1=CC=C(C=C1)C1COC2=C(O1)C(=CC(=C2)CC2=CN=C1N2N=CC=C1)OC)F 3-((2-(4-(difluoromethoxy)phenyl)-8-methoxy-2,3-dihydrobenzo[b][1,4]dioxin-6-yl)methyl)imidazo[1,2-b]pyridazine